tris(4,4',5'-tetramethyl-2,2'-bipyridine) chromium [Cr].CC1=C(C(=C(C(=N1)C1=NC=CC=C1)C)C)C.CC1=C(C(=C(C(=N1)C1=NC=CC=C1)C)C)C.CC1=C(C(=C(C(=N1)C1=NC=CC=C1)C)C)C